O1CC(CC1)COC(N)=O carbamic acid tetrahydro-furan-3-ylmethyl ester